O1CCN(CC1)C1=NC(=NC(=C1)NC=1SC(=CN1)C=1OC(=NN1)C1=CC=CC=C1)NC1CC2(CC(C2)O)C1 6-((4-morpholino-6-((5-(5-phenyl-1,3,4-oxadiazol-2-yl)thiazol-2-yl)amino)pyrimidin-2-yl)Amino)spiro[3.3]heptan-2-ol